NC1=NC=CC(=C1)NCC=1N=C2N(C=C(C=C2N2C(CCC2C)=O)C2CC2)C1 1-(2-(((2-aminopyridin-4-yl)amino)methyl)-6-cyclopropylimidazo[1,2-a]pyridin-8-yl)-5-methylpyrrolidin-2-one